[Cl-].[Cl-].ClC=1C=C(C=CC1)C(=[Zr+2](C1=C(C=CC=2C3=CC=C(C=C3CC12)C(C)(C)C)C(C)(C)C)C1C=CC=C1)C1=CC(=CC=C1)Cl Bis(m-chlorophenyl)methylene(cyclopentadienyl)(2,7-di-t-butylfluorenyl)zirconium dichloride